2-((S)-4-(7-(benzothien-4-yl)-6-chloro-2-(((S)-1-methylpyrrolidin-2-yl)methoxy)quinazolin-4-yl)-1-(2-fluoroacryloyl)piperazin-2-yl)acetonitrile S1C=CC2=C1C=CC=C2C2=C(C=C1C(=NC(=NC1=C2)OC[C@H]2N(CCC2)C)N2C[C@@H](N(CC2)C(C(=C)F)=O)CC#N)Cl